3-[({[1-({3,4-difluoro-2-[(2-fluoro-4-iodophenyl)amino]phenyl}carbonyl)-3-hydroxyazetidin-3-yl]methyl}amino)oxy]propane-1,2-diol FC=1C(=C(C=CC1F)C(=O)N1CC(C1)(O)CNOCC(CO)O)NC1=C(C=C(C=C1)I)F